C(=C\C1=CC=C(C=C1S(=O)(=O)[O-])NC(C1=CC=C(C=C1)OC)=O)/C1=CC=C(C=C1S(=O)(=O)[O-])NC(C1=CC=C(C=C1)OC)=O.[Na+].[Na+] sodium (E)-6,6'-(ethene-1,2-diyl)bis(3-(4-methoxybenzamido)benzenesulfonate)